N,N'-(2,2'-dimethyl-[1,1'-biphenyl]-3,3'-diyl)bis(5-((((1-hydroxycyclopropyl)methyl)amino)methyl)-4-methylpicolinamide) CC1=C(C=CC=C1NC(C1=NC=C(C(=C1)C)CNCC1(CC1)O)=O)C1=C(C(=CC=C1)NC(C1=NC=C(C(=C1)C)CNCC1(CC1)O)=O)C